C(CCCCCCC\C=C/CCCCCCCC)(=O)OCC(C[N+](C)(C)C)OC(CCCCCCC\C=C/CCCCCCCC)=O 1,2-bis(oleoyloxy)-3-(trimethylammonio)-propane